(E)-3-[4-[4-(1-Hydroxy-6-methoxyhexyl)phenyl]phenyl]-1-phenylprop-2-en-1-one OC(CCCCCOC)C1=CC=C(C=C1)C1=CC=C(C=C1)/C=C/C(=O)C1=CC=CC=C1